FC(C1=CC=C(C=C1)NC=1SC=C(N1)CC(=O)O)(F)F 2-[2-(4-(trifluoromethyl)phenylamino)thiazol-4-yl]acetic acid